C(C)(C)C1=C(NC2=CC=C(C=C12)C1CN(C1)C1CCOCC1)C=1C(=C(C=2N(C1)C=NN2)C)C 6-(3-Isopropyl-5-(1-(tetrahydro-2H-pyran-4-yl)azetidin-3-yl)-1H-indol-2-yl)-7,8-dimethyl-[1,2,4]triazolo[4,3-a]pyridin